4-(2-chloro-4-benzoylphenylthio)phenylbis(4-fluorophenyl)sulfonium perchlorate Cl(=O)(=O)(=O)[O-].ClC1=C(C=CC(=C1)C(C1=CC=CC=C1)=O)SC1=CC=C(C=C1)[S+](C1=CC=C(C=C1)F)C1=CC=C(C=C1)F